1-cyclopentylethanone C1(CCCC1)C(C)=O